ClC1(C(NSC1Cl)=O)C1CCCCC1 4,5-dichloro-4-cyclohexylisothiazolin-3-one